N-(4-(hydroxymethyl)tetrahydro-2H-pyran-4-yl)-5-((2-hydroxypyridin-4-yl)methoxy)-2-methylbenzofuran-3-carboxamide OCC1(CCOCC1)NC(=O)C1=C(OC2=C1C=C(C=C2)OCC2=CC(=NC=C2)O)C